C(C)(=O)[O-].[NH4+].C1(CC1)C1=CC(=C(C=C1)NC1=CC(=NC=C1C(=O)NOCC)NC1=NC(=CC=C1)C)N(S(=O)(=O)C)C 4-((4-cyclopropyl-2-(N-methylmethanesulfonamido)phenyl)amino)-N-ethoxy-6-((6-methylpyridin-2-yl)amino)nicotinamide ammonium acetate